1-(5-((5-chloro-4-(1-(4-fluorobenzoyl)-1,2,5,6-tetrahydropyridin-3-yl)pyrimidin-2-yl)amino)pyridin-3-yl)pyrrolidin-2-one ClC=1C(=NC(=NC1)NC=1C=C(C=NC1)N1C(CCC1)=O)C=1CN(CCC1)C(C1=CC=C(C=C1)F)=O